5-(cyclopentylmethyl)-N-(4-(5-((4-hydroxy-4-methylpentyl)sulphonyl)-2-methylphenyl)pyridin-2-yl)-4H-1,2,4-triazole-3-carboxamide C1(CCCC1)CC=1NC(=NN1)C(=O)NC1=NC=CC(=C1)C1=C(C=CC(=C1)S(=O)(=O)CCCC(C)(C)O)C